COC(C1=CC=C(C=C1)C1NCCC(C1)C=1C=NC=CC1)=O 4-(4-(pyridin-3-yl)piperidin-2-yl)benzoic acid methyl ester